N[Pt](N)(N)(N)(Cl)(Cl)(Cl)Cl tetraaminoplatinum tetrachloride